OC=1C(=CC2=C(OCO2)C1)C1NS(C2=C(C3=C1C=CC=C3)C=CC=C2)(=O)=O (-)-7-(6-hydroxybenzo[d][1,3]dioxol-5-yl)-6,7-dihydrodibenzo[d,f][1,2]thiazepine 5,5-dioxide